COC=1C=C(C=C(C1OC)OC)C1=CC=C2C=CC(C=3C=CC=C1C32)=O 6-(3,4,5-trimethyloxyphenyl)-1H-phenalen-1-one